COC(C(C)(C)C1=CC=C(C=C1)CCC(=O)O)=O 3-(4-(1-methoxy-2-methyl-1-oxoprop-2-yl)phenyl)propanoic acid